BrC=1C=CC2=C(C=NC(O2)=S)C1 6-bromo-1,3-benzoxazine-2-thione